C(=O)(OCC1C2=CC=CC=C2C2=CC=CC=C12)N([C@@H](COC(C)(C)C)C(=O)O)C Fmoc-Nα-methyl-O-t-butyl-L-serine